Diethyl 2-[(2-chloroacetyl)amino]-2-[(E)-[2-(2-fluorobenzoyl)-4-(trifluoromethyl)phenyl]azo]propanedioate ClCC(=O)NC(C(=O)OCC)(C(=O)OCC)/N=N/C1=C(C=C(C=C1)C(F)(F)F)C(C1=C(C=CC=C1)F)=O